CS(=O)(=O)OCC1N(CC1)C1=CC=C(C=C1)Br (1-(4-bromophenyl)azetidin-2-yl)methyl methanesulfonate